C(C=C)(=O)OCCCOC(C=C)=O trimethylene glycol diacrylate